4-((6-(7-(aminomethyl)-7-(2-fluorophenyl)-3-azabicyclo[4.1.0]heptan-3-yl)-5H-pyrrolo[2,3-b]pyrazin-2-yl)thio)-3-chloropyridin-2-amine NCC1(C2CCN(CC12)C1=CC=2C(=NC=C(N2)SC2=C(C(=NC=C2)N)Cl)N1)C1=C(C=CC=C1)F